2-((2-(((tert-Butoxycarbonyl)(2-(6-methoxy-3-nitropyridin-2-yl)ethyl)amino)-methyl)-3,4-difluorophenyl)amino)-4,5-difluorobenzoic acid C(C)(C)(C)OC(=O)N(CCC1=NC(=CC=C1[N+](=O)[O-])OC)CC1=C(C=CC(=C1F)F)NC1=C(C(=O)O)C=C(C(=C1)F)F